COC(=O)C=1C=C2C=NN(C2=CC1)CC1=CC=C(C=C1)C1=CC=CC=C1 1-Biphenyl-4-ylmethyl-1H-indazole-5-carboxylic acid methyl ester